ClCCCCCCOCCOCCNC(=O)C1=CC=C2C(OC3(C2=C1)C1=C([Si](C2=C3C=CC(=C2)N2CC(C2)C(=O)N(C)C)(C)C)C=C(C=C1)N1CC(C1)C(=O)N(C)C)=O 1,1'-(6'-((2-(2-((6-chlorohexyl)oxy)ethoxy)ethyl)carbamoyl)-5,5-dimethyl-3'-oxo-3'H,5H-spiro[dibenzo[b,e]siline-10,1'-isobenzofuran]-3,7-diyl)bis(N,N-dimethylazetidine-3-carboxamide)